2-[2-[4-fluoro-2-(2-methyl-5-propan-2-ylpyrazol-3-yl)oxyphenyl]pyrimidin-5-yl]ethanamine FC1=CC(=C(C=C1)C1=NC=C(C=N1)CCN)OC=1N(N=C(C1)C(C)C)C